N(=NC(C(=O)[O-])(C)C)C(C(=O)OCC)(C)C ethyl 2,2'-azobis(2-methylpropionate)